ClC1=NC(=CC(=C1)C=1C(=NN2C1N=C(C=C2)NC[C@H](C)O)C=2C=C(C#N)C=CC2)C |r| 3-[3-(2-chloro-6-methyl-4-pyridyl)-5-[[rac-(2S)-2-hydroxypropyl]amino]pyrazolo[1,5-a]pyrimidin-2-yl]benzonitrile